5,5,5',5'-tetramethyl-2,2'-bi(1,3,2-dioxaborinane) CC1(COB(OC1)B1OCC(CO1)(C)C)C